ClC=1C=CC(=C(C1)O)CN1CCNCC1 5-chloro-2-(piperazin-1-ylmethyl)phenol